C(C)C(C(=O)[O-])CCCC.C(C)C(C(=O)[O-])CCCC.[Cu+2] copper bis(2-ethylhexanoate)